2-phenylpiperidine-4-carboxylic acid methyl ester COC(=O)C1CC(NCC1)C1=CC=CC=C1